ClC1=C(C=CC(=C1)OC)N1CC(CC1)N 1-(2-chloro-4-methoxyphenyl)pyrrolidin-3-amine